N[SiH2]N Bis-aminosilan